C(C)(C)(C)OC(=O)N1CC(C1)(F)COC(=O)N1[C@H]2CC(C[C@@H]1CC2)NC2=CC(=NC=1N2N=CC1C(C)C)C1CC1 (1R,3s,5S)-3-((5-cyclopropyl-3-isopropylpyrazolo[1,5-a]pyrimidin-7-yl)amino)-8-azabicyclo[3.2.1]octane-8-carboxylic acid (1-(tert-butoxycarbonyl)-3-fluoroazetidin-3-yl)methyl ester